6-(((1-methylpiperidin-4-yl)oxy)methyl)-4-propoxy-3-(pyridin-4-yl)-1H-pyrrolo[2,3-b]pyridine CN1CCC(CC1)OCC1=CC(=C2C(=N1)NC=C2C2=CC=NC=C2)OCCC